C(#N)[C@@H](C[C@@H]1C(NCC1)=O)C1CC12CN(C(C2)C(=O)N)C(C(=O)NC2=C(C=CC=C2)F)=O ((S)-1-cyano-2-((S)-2-oxopyrrolidin-3-yl)ethyl)-5-(2-((2-fluorophenyl)amino)-2-oxoacetyl)-5-azaspiro[2.4]heptane-6-carboxamide